COC=1C(=CC=2CC[C@H]3[C@@H]4CC[C@@H]([C@@]4(C)CC[C@@H]3C2C1)N)OCC1=CC=CC=C1 2-methoxy-3-benzyloxy-estra-1,3,5(10)-trien-17beta-amine